N,N-dioctanoyl-L-alanine ethyl ester C(C)OC([C@@H](N(C(CCCCCCC)=O)C(CCCCCCC)=O)C)=O